FC1=C(C(=CC2=C1OC(C(N2CC2=CC=C(C=C2)F)=O)C)C)NC(CC(C)(C)C)=O N-(8-fluoro-4-(4-fluorobenzyl)-2,6-dimethyl-3-oxo-3,4-dihydro-2H-benzo[b][1,4]oxazin-7-yl)-3,3-dimethylbutanamide